COC=1C=C(C=CC1)C1=CC=C(C=C1)CC=1C(=C(SC1C)C)C(=O)NC1CC2(CC(C2)C(=O)O)C1 6-(4-((3'-methoxy-[1,1'-biphenyl]-4-yl)methyl)-2,5-dimethylthiophene-3-carboxamido)spiro[3.3]heptane-2-carboxylic acid